CC(C(C12CC(C1)(C2)C2=CC=CC=C2)NC(=O)C2CN(CC2)C(=O)OC(C)(C)C)C tert-butyl 3-((2-methyl-1-(3-phenylbicyclo[1.1.1]pentan-1-yl)propyl)carbamoyl)pyrrolidine-1-carboxylate